ClC=1C(=NC(=NC1)NC=1C(=CC(=C(C1)NC(C=C)=O)N([C@H]1CN(CC1)C)C)OC)NC1=C(C=CC=C1)C1=NN(C=C1)C (R)-N-(5-((5-chloro-4-((2-(1-methyl-1H-pyrazol-3-yl)phenyl)amino)pyrimidin-2-yl)amino)-4-Methoxy-2-(methyl(1-methylpyrrolidin-3-yl)amino)phenyl)acrylamide